3-fluoro-5-iodo-4-methylpyridine FC=1C=NC=C(C1C)I